tetramethylcyclopentadienyl-dimethylsilyl-(4-(3,5-di-tert-butyl-4-methoxyphenyl)-2-methyl-1,5,6,7-tetrahydro-s-indacen-1-yl)zirconium dichloride [Cl-].[Cl-].CC1=C(C(=C(C1[Si](C)(C)[Zr+2]C1C(=CC2=C(C=3CCCC3C=C12)C1=CC(=C(C(=C1)C(C)(C)C)OC)C(C)(C)C)C)C)C)C